C(C1=CC=CC=C1)OCO (Benzyloxy)methanol